Br[C@@H]([C@@H](C)CC(=O)O)C.C1(=C(C=CC=C1)C1=C(C2=C(SC3=C2C=CC=C3)C=C1)C=1C(=C(C=CC1)C1=CC=CC=C1)C1=NN=NC(=C1C1=CC=CC=C1)C1=CC=CC=C1)C1=CC=CC=C1 [(biphenylyl)dibenzothiophenyl](diphenyltriazinyl)biphenyl (2S,3R)-3-bromobutan-2-ylacetate